C(C1=CC=CC=C1)OC(C)C1=C(C(=CC(=C1)Cl)NC1CC1)S(=O)(=O)N[C@H](C(=O)OC(C)(C)C)C(C)C1=C(C(=CC=C1F)C)C tert-butyl (2S)-2-((2-(1-(benzyloxy) ethyl)-4-chloro-6-(cyclopropylamino)phenyl)sulfonamido)-3-(6-fluoro-2,3-dimethylphenyl)butanoate